CC=1N=NN(N1)CCC[Si](OC)(OC)OC 5-methyl-2-[3-(trimethoxysilyl)propyl]-2H-tetrazole